N-((3R,4S)-4-((6-(2-chloro-3,5-dimethoxyphenyl)pyrido[3,4-d]pyrimidin-2-yl)amino)tetrahydrofuran-3-yl)acrylamide ClC1=C(C=C(C=C1OC)OC)C1=CC2=C(N=C(N=C2)N[C@H]2[C@H](COC2)NC(C=C)=O)C=N1